C(C)OC(=O)C1=NC(=NC(=C1N)C1=C(C(=CC=C1C)OC)C)C=1C(=NC=C(C1)F)NC1=NC(=CC=C1F)C 5-amino-2-[5-fluoro-2-[(3-fluoro-6-methyl-2-pyridinyl)amino]-3-pyridinyl]-6-(3-methoxy-2,6-dimethyl-phenyl)pyrimidine-4-carboxylic acid ethyl ester